ferric tris(octylethyl-phosphinate) C(CCCCCCC)P([O-])(=O)CC.C(CCCCCCC)P([O-])(=O)CC.C(CCCCCCC)P([O-])(=O)CC.[Fe+3]